N-(6-bromo-5-fluorothiazolo[4,5-b]pyridin-2-yl)acetamide BrC=1C=C2C(=NC1F)N=C(S2)NC(C)=O